CCCCCCCCCC(=O)CC(=O)NC1CCOC1=O The molecule is a N-acyl homoserine lactone that is the monocarboxylic acid amide arising from formal condensation of homoserine lactone with 3-oxododecanoic acid.